OC1CC(C(C1)CC1=C(C=CC(=C1)C)S(=O)(=O)OCCNCCCC)COS(=O)(=O)C1=CC=C(C=C1)C 2-butylaminoethanol [4-hydroxy-2-(p-tolylsulfonyloxymethyl)cyclopentyl]methyl-4-methylbenzenesulfonate